C(C)(=O)C1=C(SC(=C1)C)NC(CC(C)=O)=O N-(3-acetyl-5-methylthiophen-2-yl)-3-oxobutanamide